CC1=C(C2=C(N=N1)SC1=C2N=CN=C1NCC1=CC=C(C=C1)C(C)(C)O)C 2-[4-[[(3,4-dimethylpyrimido[4',5':4,5]thieno[2,3-c]pyridazin-8-yl)amino]methyl]phenyl]propan-2-ol